(3-Methoxy-5-methylphenyl)((5R,9S)-2-methyl-3-(1-methyl-3-(trifluoromethyl)-1H-pyrazol-5-yl)-4,5,6,7,8,9-hexahydro-2H-5,9-epiminocycloocta[c]pyrazol-10-yl)methanone COC=1C=C(C=C(C1)C)C(=O)N1[C@H]2CC=3C(=NN(C3C3=CC(=NN3C)C(F)(F)F)C)[C@@H]1CCC2